C[Si](CCOCN1C=CC=2C1=NC(=CC2)CO)(C)C (1-((2-(trimethylsilyl)ethoxy)methyl)-1H-pyrrolo[2,3-b]pyridin-6-yl)methanol